1-(((5R,7r)-8,8-difluoro-3-(5-(2-hydroxy-prop-2-yl)pyrazin-2-yl)-2-oxo-1-oxa-3-azaspiro[4.5]decan-7-yl)methyl)-1H-benzo[d]imidazole-6-carbonitrile FC1([C@H](C[C@@]2(CN(C(O2)=O)C2=NC=C(N=C2)C(C)(C)O)CC1)CN1C=NC2=C1C=C(C=C2)C#N)F